2-[(1R,3S,5S)-3-[[5-(1-fluorocyclopropyl)-3-(2,6-dichlorophenyl)-1,2-oxazol-4-yl]carbonyloxy]-8-azabicyclo[3.2.1]octan-8-yl]-4-methyl-1,3-benzothiazole-6-carboxylic acid FC1(CC1)C1=C(C(=NO1)C1=C(C=CC=C1Cl)Cl)C(=O)OC1C[C@H]2CC[C@@H](C1)N2C=2SC1=C(N2)C(=CC(=C1)C(=O)O)C